(R)-2'-chloro-5'-(difluoromethoxy)-6-methyl-N-(5-((tetrahydrofuran-3-yl)methoxy)-1,3,4-thiadiazol-2-yl)-(4,4'-bipyridine)-3-carboxamide ClC1=NC=C(C(=C1)C1=C(C=NC(=C1)C)C(=O)NC=1SC(=NN1)OC[C@H]1COCC1)OC(F)F